C(C=C)(=O)OCC=CC(C)(C)OC(C=C)=O 4-methylpent-2-ene-1,4-diyl diacrylate